2-hydroxyglutaraldehyde OC(C=O)CCC=O